C1(=CC=CC=C1)C1=NC(=NC(=N1)C1=CC=CC=C1)C1=C(C2=CC=CC=C2C=C1)C=1C=C(C=CC1)C=1C(=C(C(=C(C1)C1=CC=CC=C1)C1=CC=CC=C1)C1=CC=CC=C1)C1=CC=CC=C1 2,4-Diphenyl-6-(1-(3',4',5'-triphenyl-[1,1':2',1''-terphenyl]-3-yl)naphthalen-2-yl)-1,3,5-triazine